ClC1=C(C(=NC=N1)NCC1=CC=C(C=C1)OC)N 6-chloro-N4-(4-methoxybenzyl)pyrimidine-4,5-diamine